(S)-6-(1-amino-1,3-dihydro-spiro[inden-2,4'-piperidin]-1'-yl)-3-(1-(3,4-dimethoxyphenyl)vinyl)-1,5-dihydro-4H-pyrazolo[3,4-d]pyrimidin-4-one N[C@@H]1C2=CC=CC=C2CC12CCN(CC2)C=2NC(C1=C(N2)NN=C1C(=C)C1=CC(=C(C=C1)OC)OC)=O